Methanesulfonic acid-(1,3-dibromobenzene-2-yl)methyl ester BrC1=C(C(=CC=C1)Br)COS(=O)(=O)C